3,3,4,4,5,5,5-heptafluoro-1-pentene FC(C=C)(C(C(F)(F)F)(F)F)F